O.C(C1=CC=CC=C1)S(=O)(=O)O.C(C1=CC=CC=C1)S(=O)(=O)O.C(C)(=O)C1=CC2=C(O1)C(=C1C=CC=CC1=C2OC(=O)NCCNCC(=O)O)OC(=O)NCCNCC(=O)O 2,2'-((((((2-acetylnaphtho[2,3-b]furan-4,9-diyl)bis(oxy))bis(carbonyl))bis(azanediyl))bis(ethane-2,1-diyl))bis(azanediyl))diacetic Acid ditoluenesulfonate Salt monohydrate